N-methyl-1H-pyrrolo[2,3-c]Pyridine-2-carboxamide CNC(=O)C1=CC=2C(=CN=CC2)N1